iodononyne IC#CCCCCCCC